1-(4-(7-(difluoromethyl)-6-(1-methyl-1H-pyrazol-4-yl)-3,4-dihydroquinolin-1(2H)-yl)-6-(4-hydroxycyclohexyl)isoindolin-2-yl)ethan-1-one FC(C1=C(C=C2CCCN(C2=C1)C1=C2CN(CC2=CC(=C1)C1CCC(CC1)O)C(C)=O)C=1C=NN(C1)C)F